(Z)-N-tert-Butyl-1-(5-(3-(4-fluorophenyl)-4-oxo-3,4-dihydrophthalazin-1-yl)thiophen-2-yl)methanimine Oxide C(C)(C)(C)/[N+](=C/C=1SC(=CC1)C1=NN(C(C2=CC=CC=C12)=O)C1=CC=C(C=C1)F)/[O-]